BrC1=C(C(=CC(=C1)C(C(F)(F)F)(C(F)(F)F)F)OC(F)F)NC(C1=C(C(=CC=C1)N(C(=O)C=1C=NC(=CC1)F)OC(=O)C1CC1)F)=O N-(2-bromo-4-(perfluoropropan-2-yl)-6-(difluoromethoxy)phenyl)-2-fluoro-3-(((cyclopropanecarbonyl)oxy)(6-fluoropyridine-3-carbonyl)amino)benzamide